4-(4-(2-(2,6-dimethylpyridin-4-yl)-3-isopropyl-1H-indol-5-yl)piperidin-1-yl)tetrahydro-2H-thiopyran 1,1-dioxide CC1=NC(=CC(=C1)C=1NC2=CC=C(C=C2C1C(C)C)C1CCN(CC1)C1CCS(CC1)(=O)=O)C